FC1=C(C=CC(=C1)F)[C@H]1[C@@H](NC=2C=C(C=C(C2C1=O)C(=O)OC)F)C1COCC1 methyl (2S,3S)-3-(2,4-difluorophenyl)-7-fluoro-4-oxo-2-(oxolan-3-yl)-2,3-dihydro-1H-quinoline-5-carboxylate